O=C1NC(CCC1N1C(C2=CC=CC(=C2C1=O)SCCC(=O)N)=O)=O 3-((2-(2,6-dioxopiperidin-3-yl)-1,3-dioxoisoindolin-4-yl)thio)propanamide